2,3-naphthalic anhydride C1=CC=C2C=C3C(=CC2=C1)C(=O)OC3=O